NC1=C(C=CC(=C1)F)NC(C1=CC=C(C=C1)CSC1=NN2C(C(=N1)NCC1=CC=C(C=C1)C(F)(F)F)=CC=C2)=O N-(2-amino-4-fluorophenyl)-4-[[[4-[(4-trifluoromethylbenzyl)amino]pyrrolo[2,1-f][1,2,4]triazin-2-yl]thio]methyl]benzamide